S1C(=NC2=C1C=CC=C2)C=2C=C(C=CC2)C2=C(C=CC(=C2C2=CC(=CC=C2)C=2SC1=C(N2)C=CC=C1)C1=CC=C(C=C1)N1C2=CC=CC=C2OC=2C=CC=CC12)C1=CC=C(C=C1)N1C2=CC=CC=C2OC=2C=CC=CC12 10,10'-(2',3'-bis(3-(benzo[d]thiazol-2-yl)phenyl)-[1,1':4',1''-terphenyl]-4,4''-diyl)bis(10H-phenoxazine)